(2-morpholinoethyl)-7-(5-(trifluoromethyl)pyridin-2-yl)-1H-pyrido[2,3-b][1,4]thiazin-2(3H)-one O1CCN(CC1)CCN1C2=C(SCC1=O)N=CC(=C2)C2=NC=C(C=C2)C(F)(F)F